ClC=1C(=C(C(=CC1)C(F)F)C1=CN=CC(=N1)C(=O)NC=1C=NN(C1)[C@@H](C)C=1C=NC(=C(C1C)C)N1C([C@@H]2C[C@@H]2C1)=O)F |o1:24| 6-(3-Chloro-6-(difluoromethyl)-2-fluorophenyl)-N-(1-((S or R)-1-(4,5-dimethyl-6-((1R,5S)-2-oxo-3-azabicyclo[3.1.0]hexan-3-yl)pyridin-3-yl)ethyl)-1H-pyrazol-4-yl)pyrazine-2-carboxamide